NC1=NC=NC=2N(C3=C(C=C(C=C3C21)Br)F)CC(=O)O 2-(4-amino-6-bromo-8-fluoro-9H-pyrimido[4,5-b]indol-9-yl)acetic acid